C1(=CC=CC=C1)C1=CC=CC=C1 1,2-Biphenyl